1,3-di(isopropylamino)-2-propanol C(C)(C)NCC(CNC(C)C)O